N=1N=CN2C=NC(=CC21)CCCN2CC1(C2)CC(C1)OC1=C2C=CN(C(C2=C(C=C1)Cl)=O)C 5-((2-(3-([1,2,4]triazolo[4,3-c]pyrimidin-7-yl)propyl)-2-azaspiro[3.3]heptan-6-yl)oxy)-8-chloro-2-methylisoquinolin-1(2H)-one